N-(2,3-dimethylbutan-2-yl)butane-1,4-diamine CC(C)(C(C)C)NCCCCN